2-[6-(4-triflylphenyl)-2-azaspiro[3.3]heptane-2-carbonyl]-7-oxa-2,5-diazaspiro[3.4]octan-6-one S(=O)(=O)(C(F)(F)F)C1=CC=C(C=C1)C1CC2(CN(C2)C(=O)N2CC3(C2)NC(OC3)=O)C1